trans-3-fluoro-5-[(3S)-2-[4-[(1-methyltriazol-4-yl)methyl]cyclohexanecarbonyl]isoxazolidin-3-yl]benzonitrile FC=1C=C(C#N)C=C(C1)[C@H]1N(OCC1)C(=O)[C@@H]1CC[C@H](CC1)CC=1N=NN(C1)C